Diphenyl sulfite S(=O)(OC1=CC=CC=C1)OC1=CC=CC=C1